2-(5-(4-chlorophenyl)-1-(2,4-dichlorophenyl)-4-methyl-1H-pyrazol-3-yl)-2-oxo-N-propylacetamide ClC1=CC=C(C=C1)C1=C(C(=NN1C1=C(C=C(C=C1)Cl)Cl)C(C(=O)NCCC)=O)C